C(#N)CCCC(C)(N(P(O)O)C(C)C)CC1=CC=C(C=C1)CCP(=O)(OC)OC.C(C)C[C@](C(=O)N)(O)CC |r| racemic-diethyl-lactamide 2-Cyanoethyl-(4-(2-(dimethoxyphosphoryl)ethyl)benzyl)diisopropylphosphoramidite